ClC=1C2=CN(N=C2C(=C(C1)C1=CC=C(C=C1)N1CCC(CC1)CO)Cl)[C@@H](C(=O)OCC)C1=C2N(C=N1)C[C@@H](C2)F |&1:25| rac-ethyl 2-(4,7-dichloro-6-(4-(4-(hydroxymethyl)piperidin-1-yl)phenyl)-2H-indazol-2-yl)-2-((R)-6-fluoro-6,7-dihydro-5H-pyrrolo[1,2-c]imidazol-1-yl)acetate